N1=C(NCC1)C=1C=C(C=CC1)NC(=O)NC1=CC(=CC=C1)C=1NCCN1 N-[3-(4,5-dihydro-3H-imidazol-2-yl)phenyl]-1-{[3-(4,5-dihydro-1H-imidazol-2-yl)phenyl]amino}methanamide